2-(2-((4-phenylbut-3-en-2-yl)amino)phenyl)ethan-1-ol Methyl-4-((2-(((benzyloxy)carbonyl)(methyl)amino)ethyl)thio)-2-(3-iodophenyl)-2-methylbutanoate CC(C(C(=O)OCCC1=C(C=CC=C1)NC(C)C=CC1=CC=CC=C1)(C)C1=CC(=CC=C1)I)CSCCN(C)C(=O)OCC1=CC=CC=C1